N-((6-Methoxypyridin-3-yl)(morpholino)((2,4,4-trimethylpentan-2-yl)imino)-λ6-sulfaneylidene)-4-nitrobenzenesulfonamide COC1=CC=C(C=N1)S(=NS(=O)(=O)C1=CC=C(C=C1)[N+](=O)[O-])(=NC(C)(CC(C)(C)C)C)N1CCOCC1